tert-Butyl N-[[1-(2,7-dioxoazepan-3-yl)triazol-4-yl]methyl]carbamate O=C1NC(CCCC1N1N=NC(=C1)CNC(OC(C)(C)C)=O)=O